N-(3-chloro-5-(methylsulfonyl)phenyl)-5-methyl-4-(5-((1-methylazetidin-3-yl)oxy)pyrimidin-2-yl)thiophene-2-carboxamide ClC=1C=C(C=C(C1)S(=O)(=O)C)NC(=O)C=1SC(=C(C1)C1=NC=C(C=N1)OC1CN(C1)C)C